N-ethylpyridine phosphate P(=O)(O)(O)O.C(C)N1CC=CC=C1